tert-butyl (S)-(1-(5-(4-(1-isopropylpiperidin-4-yl)phenyl)-3-vinylthiophene-2-carbonyl)pyrrolidin-3-yl)carbamate C(C)(C)N1CCC(CC1)C1=CC=C(C=C1)C1=CC(=C(S1)C(=O)N1C[C@H](CC1)NC(OC(C)(C)C)=O)C=C